4-(4-methoxy-4-oxobutoxy)-2-nitrobenzoic acid COC(CCCOC1=CC(=C(C(=O)O)C=C1)[N+](=O)[O-])=O